arginine hydrochloride guanidine salt NC(=N)N.Cl.N[C@@H](CCCNC(N)=N)C(=O)O